CSC=1NC(C(=CN1)C=CC(=O)O)=O 3-(2-Methylsulfanyl-6-oxo-1,6-dihydro-pyrimidin-5-yl)-acrylic acid